(2S,3R,4R,5S)-2-(hydroxymethyl)-1-(4-((tetrahydro-2H-pyran-3-yl)oxy)phenethyl)piperidine-3,4,5-triol OC[C@@H]1N(C[C@@H]([C@H]([C@@H]1O)O)O)CCC1=CC=C(C=C1)OC1COCCC1